benzylene diisocyanate C(C1=CC=CC=C1)(N=C=O)N=C=O